S1C2=C(C=C1)C=CC=C2C#N Benzo[b]thiophene-7-carbonitrile